ClC1=CC=C(C=C1)C1N(C(C=2NN=C(C21)C=2C=C(C=CC2)NC=O)=O)CC(C)(F)F N-{3-[4-(4-Chlorophenyl)-5-(2,2-difluoropropyl)-6-oxo-1,4,5,6-tetrahydropyrrolo[3,4-c]pyrazol-3-yl]phenyl}formamide